N-[(S)-1-(3,4-dimethoxyphenyl)ethyl]-4-[(S)-5-methyl-1,4-diazepan-1-yl]-8-cyclopropyl-6-methyl-2-morpholino-1,7-diaza-3-naphthamide COC=1C=C(C=CC1OC)[C@H](C)NC(=O)C=1C(=NC2=C(N=C(C=C2C1N1CCN[C@H](CC1)C)C)C1CC1)N1CCOCC1